C(C)N(CC)C(C(=O)O)(O)C diethylaminolactic acid